C(C)(C)C1=C(C(=CC(=C1)C(C)C)C(C)C)S(=O)(=O)N 2,4,6-triisopropylbenzenesulfonamide